(S)-(±)-2-(2-chlorophenyl)-2-(methylamino)cyclohexan-1-one ClC1=C(C=CC=C1)[C@@]1(C(CCCC1)=O)NC |r|